NCCC1CC2(CN(C2)C(=O)OCCCC)C1 butyl 6-(2-aminoethyl)-2-azaspiro[3.3]heptane-2-carboxylate